(R)-8-(2-((4-amino-5-methoxypentyl)oxy)-4-chlorobenzyl)pyrazolo[1,5-a][1,3,5]triazin-4-amine N[C@H](CCCOC1=C(CC=2C=NN3C2N=CN=C3N)C=CC(=C1)Cl)COC